5-amino-N-(cyclopropylmethyl)-N-(7-(trifluoromethyl)isochroman-4-yl)benzo[c][2,6]naphthyridin-9-carboxamide NC1=NC2=C(C3=CN=CC=C13)C=C(C=C2)C(=O)N(C2COCC1=CC(=CC=C21)C(F)(F)F)CC2CC2